C1(CC1)C1=NC=NC(=C1C1=NN2C([C@H](CCC2)OC2=CC(=C(C=C2)C=2N(C=C(N2)C(F)(F)F)CC)F)=C1)OC (S)-2-(4-cyclopropyl-6-methoxypyrimidin-5-yl)-4-(4-(1-ethyl-4-(trifluoromethyl)-1H-imidazol-2-yl)-3-fluorophenoxy)-4,5,6,7-tetrahydropyrazolo[1,5-a]pyridine